3'-(methylenebis-4,1-phenylene)bis[3,4-dihydro-2H-1,3-benzoxazine] C(C1=CC=C(C=C1)C1OC2=C(CN1)C=CC=C2)C2=CC=C(C=C2)C2OC1=C(CN2)C=CC=C1